CNC(=O)C1=NC=C(C=C1)C1=C(N=C(N(C1=O)C)N1CCC(CC1)N)C1=CC(=C(C=C1)C#N)F 5-[2-(4-amino-piperidin-1-yl)-4-(4-cyano-3-fluoro-phenyl)-1-methyl-6-oxo-1,6-dihydro-pyrimidin-5-yl]-pyridine-2-carboxylic acid methylamide